(3'R,7a'S)-1-(3-fluoropyrazolo[1,5-a]pyrimidin-7-yl)-3'-phenyltetrahydro-5'H-spiro[piperidine-4,6'-pyrrolo[2,1-b][1,3]oxazol]-5'-one FC=1C=NN2C1N=CC=C2N2CCC1(C[C@@H]3OC[C@H](N3C1=O)C1=CC=CC=C1)CC2